2-Chloro-4-((1-methyl-4-((1-(5-methyl-1,3,4-oxadiazol-2-yl)ethyl)amino)-2-oxo-1,2-dihydroquinolin-6-yl)amino)nicotinonitrile ClC1=C(C#N)C(=CC=N1)NC=1C=C2C(=CC(N(C2=CC1)C)=O)NC(C)C=1OC(=NN1)C